(R)-N-ethyl-5-fluoro-N-isopropyl-2-((5-(2-(2-methyl-6-(methylamino)hexan-3-yl)-2,6-diazaspiro[3.4]octan-6-yl)-1,2,4-triazin-6-yl)oxy)benzamide C(C)N(C(C1=C(C=CC(=C1)F)OC1=C(N=CN=N1)N1CC2(CN(C2)[C@@H](C(C)C)CCCNC)CC1)=O)C(C)C